15-(butoxycarbonyl)-11-phenylcinnolino[2,3-f]phenanthridin-9-ium tetrafluoroborate salt F[B-](F)(F)F.C(CCC)OC(=O)C1=C2C=CC=C(C2=N[N+]=2C=3C=CC=CC3C3=CC=CC=C3C21)C2=CC=CC=C2